tert-butyl 1-[(1-[[2-(pyrrolidin-1-yl)-4-(trifluoromethyl) phenyl] methyl]-1,8-diazaspiro[4.5]decan-8-yl) carbonyl]-1H-pyrazole-3-carboxylate N1(CCCC1)C1=C(C=CC(=C1)C(F)(F)F)CN1CCCC12CCN(CC2)C(=O)N2N=C(C=C2)C(=O)OC(C)(C)C